(3-iodophenyl)-8-chloro-7-fluoro-N-methyl-[1,2,4]triazolo[4,3-a]quinazolin-5-amine IC=1C=C(C=CC1)C1=NN=C2N1C1=CC(=C(C=C1C(=N2)NC)F)Cl